BrC1=C(C=C2C(=C(C(=NC2=C1F)Cl)CO)N[C@H]1[C@H]2CN([C@@H]1C2)C(=O)OC(C)(C)C)I tert-butyl (1R,4R,5S)-5-((7-bromo-2-chloro-8-fluoro-3-(hydroxymethyl)-6-iodoquinolin-4-yl)amino)-2-azabicyclo[2.1.1]hexane-2-carboxylate